ClC1=CC=C(C=C1)CN1C([C@H](CS(C2=C1C=C(C(=C2)F)C2=NOC(=N2)C(C(F)(F)F)(OC)F)(=O)=N)NC(OC(C)(C)C)=O)=O tert-butyl N-[(3R)-5-[(4-chlorophenyl)methyl]-8-fluoro-1-imino-1,4-dioxo-7-[5-(1,2,2,2-tetrafluoro-1-methoxy-ethyl)-1,2,4-oxadiazol-3-yl]-2,3-dihydro-1,5-benzothiazepin-3-yl]carbamate